(2S,3R)-tert-Butyl 2-(benzyloxycarbonylamino)-3-((N-(tert-butoxycarbonyl)-2-(trimethylsilyl)ethylsulfonamido)methyl)hex-5-enoate C(C1=CC=CC=C1)OC(=O)N[C@H](C(=O)OC(C)(C)C)[C@H](CC=C)CN(S(=O)(=O)CC[Si](C)(C)C)C(=O)OC(C)(C)C